Br\C=C(/F)\C=1C=C(C(=O)OC)C=C(C1OC(F)F)F methyl 3-[(Z)-2-bromo-1-fluoroethenyl]-4-(difluoromethoxy)-5-fluorobenzoate